ClC1C(CCCC1C(F)(F)F)=O 2-chloro-3-(trifluoromethyl)cyclohexan-1-one